2-(difluoromethyl)-6-fluoropyridine FC(C1=NC(=CC=C1)F)F